FC(C)(F)[C@@]1(C[C@@H]([C@@H](O1)C(=O)NC1=CC(=NC=C1)C(=O)N)C1=C(C(=C(C=C1)F)F)OC)C (2R,3R,5S)-4-[[5-(1,1-Difluoroethyl)-3-(3,4-Difluoro-2-methoxy-phenyl)-5-methyl-tetrahydrofuran-2-carbonyl]amino]pyridin-2-carboxamid